N1CNC2=NC=CC=C21 1,3-dihydro-2H-imidazo[4,5-b]pyridin